Methyl 4-amino-3-fluoro-5-(((1-(fluoromethyl)cyclopropyl)methyl)amino)benzoate NC1=C(C=C(C(=O)OC)C=C1NCC1(CC1)CF)F